C(#N)N=C(NC1=CC(=CC(=C1)OC)OC)NCCCN1C=NC(=C1)C 2-cyano(3,5-dimethoxyphenyl)-3-(3-(4-methyl-1H-imidazol-1-yl)propyl)guanidine